C(#N)C1=CC=C(C=C1)C=1N=C2C(=NC1)N=C(S2)NC(=O)C=2C=NC(=CC2C2=CC(=NC=C2C#C)C)C N-(6-(4-cyanophenyl)thiazolo[4,5-b]pyrazin-2-yl)-5'-ethynyl-2',6-dimethyl-[4,4'-bipyridine]-3-carboxamide